CN(C)CC=1C=C(C=C(C1)OCCCCCCCCCCCCCCCCCC(=O)[O-])OCCCCCCCCCCCCCCCCCC(=O)[O-] ((5-((dimethylamino)methyl)-1,3-phenylene)bis(oxy))bis(decane-10,1-diyl)dioctanoate